ClC1=CC2=C(N(C(O2)=O)CSP(=S)(OCC)OCC)C=C1 6-chloro-3-(diethoxyphosphinothioylsulfanylmethyl)-1,3-benzoxazol-2-one